C(CCC)OC1=C(C=CC(=C1F)F)NC(\C=C\C1=CC=C(C=C1)OC)=O (E)-N-(2-butoxy-3,4-difluorophenyl)-3-(4-methoxyphenyl)acrylamide